BrC1=CC(=C(C(=C1)C)B1OC(C(O1)(C)C)(C)C)OCOCC 2-(4-Bromo-2-(ethoxymethoxy)-6-methylphenyl)-4,4,5,5-tetramethyl-1,3,2-dioxaborolane